C(=O)O.C1(CC1)C#CC=1C=CC(=C(C1)O)C1=NN=C(C2=CC=CC=C12)N[C@H]1CN(CCC1)C 5-(cyclopropylethynyl)-2-(4-{[(3R)-1-methylpiperidin-3-yl]amino}phthalazin-1-yl)phenol formate salt